FC=1C(=CC2=C(C(NC=3CNC[C@@H](C23)N(C(=O)C=2NC3=CC=CC(=C3C2)F)C)=O)C1)F (R)-N-(8,9-difluoro-6-oxo-1,2,3,4,5,6-hexahydrobenzo[c][1,7]naphthyridin-1-yl)-4-fluoro-N-methyl-1H-indole-2-carboxamide